2-(2-(cyclopropanesulfonamido)thiazol-4-yl)-N-(2-fluoro-4-(5-(trifluoromethyl)pyridin-3-yl)phenyl)-2-methoxyacetamide C1(CC1)S(=O)(=O)NC=1SC=C(N1)C(C(=O)NC1=C(C=C(C=C1)C=1C=NC=C(C1)C(F)(F)F)F)OC